4-(3'-chloro-[1,1'-biphenyl]-3-yl)-9,9-diphenyl-9H-fluorene ClC=1C=C(C=CC1)C1=CC(=CC=C1)C1=CC=CC=2C(C3=CC=CC=C3C12)(C1=CC=CC=C1)C1=CC=CC=C1